3-(1H-indol-2-yl)-5'-methyl-4-pentyl-2'-(prop-1-en-2-yl)-[1,1'-biphenyl]-2,6-diol N1C(=CC2=CC=CC=C12)C1=C(C(=C(C=C1CCCCC)O)C1=C(C=CC(=C1)C)C(=C)C)O